6-(1-(2-(7,8-dimethyl-[1,2,4]triazolo[1,5-a]pyridin-6-yl)-4-fluoro-3-isopropyl-1H-pyrrolo[2,3-c]pyridin-5-yl)piperidin-4-yl)-2-oxa-6-azaspiro[3.3]heptane CC1=C(C=2N(C=C1C1=C(C=3C(=CN=C(C3F)N3CCC(CC3)N3CC4(COC4)C3)N1)C(C)C)N=CN2)C